3-{4-[4-(3-fluorophenoxy)piperidine-1-sulfonyl]phenyl}-1-(pyridin-3-ylmethyl)urea FC=1C=C(OC2CCN(CC2)S(=O)(=O)C2=CC=C(C=C2)NC(NCC=2C=NC=CC2)=O)C=CC1